C(C)(C)C1=NC(=NO1)CN1C[C@@H](N(C[C@H]1C)C1=CC(N(C=2C=CC(=NC12)C#N)C)=O)C 8-((2s,5r)-4-((5-isopropyl-1,2,4-oxadiazol-3-yl)methyl)-2,5-dimethylpiperazin-1-yl)-5-methyl-6-oxo-5,6-dihydro-1,5-naphthyridine-2-carbonitrile